benzenesulfonamide sodium salt [Na+].C1(=CC=CC=C1)S(=O)(=O)[NH-]